COC1(CN(C1)C=1C=C2C(=CC=NC2=CC1)C(=O)O)C 6-(3-methoxy-3-methylazetidin-1-yl)quinoline-4-carboxylic acid